FC(C(=O)[O-])(F)F.FC1CCC[NH+](C1)C 5-fluoro-1-methylpiperidin-1-ium trifluoroacetate